FC1=C(CN2C=C(C=C2)C(=O)N2C[C@H](CC2)N(C(C)=O)C)C(=CC=C1)F (S)-N-(1-(1-(2,6-difluorobenzyl)-1H-pyrrole-3-carbonyl)pyrrolidin-3-yl)-N-methylacetamide